COCCOCCOC 2-Methoxyethylether